C(CCCCCC(C)C)C(C(=O)O)=C.C(C=C)(=O)OCCCCCCC(C)C isononyl acrylate (isononyl acrylate)